FC1=C(N=CC2=C1N=C(N=C2N2CC(OCC2)CS(=O)(=O)N)OCC21CCCN1CCC2)C2=CC=CC1=CC=CC(=C21)F 1-(4-(8-fluoro-7-(8-fluoronaphthalen-1-yl)-2-((hexahydro-1H-pyrrolizin-7a-yl)methoxy)pyrido[4,3-d]pyrimidin-4-yl)morpholin-2-yl)methanesulfonamide